C1(CC1)C1=NC(=CC(=C1)C=1NC2=CC=C(C=C2C1C(C)C)C1CCN(CC1)CC(=O)N(C)C)C 2-(4-(2-(2-cyclopropyl-6-methylpyridin-4-yl)-3-isopropyl-1H-indol-5-yl)piperidin-1-yl)-N,N-dimethylacetamide